C1(CC1)S(=O)(=O)N1N=CC(=C1)C1=NC=CC(=N1)C1(C=C(C(=CN1)C1=NC=C(C=C1)OC1CCN(CC1)C)NC1CC(C1)(F)F)N 6'-(2-(1-(Cyclopropylsulfonyl)-1H-pyrazol-4-yl)pyrimidin-4-yl)-N4'-(3,3-difluorocyclobutyl)-5-((1-methylpiperidin-4-yl)oxy)-[2,3'-bipyridine]-4',6'-diamine